1-(4-vinyl-benzyl)-3-methyl-imidazole C(=C)C1=CC=C(CN2CN(C=C2)C)C=C1